tert-butyl N-[2-[2-[2-[2-[(4-amino-3-methoxy-phenyl)sulfonylamino]ethoxy]ethoxy]ethoxy]-ethyl]carbamate NC1=C(C=C(C=C1)S(=O)(=O)NCCOCCOCCOCCNC(OC(C)(C)C)=O)OC